N-(2-chloro-5-fluoro-4-pyridyl)-5-phenyl-1H-pyrrole-3-sulfonamide ClC1=NC=C(C(=C1)NS(=O)(=O)C1=CNC(=C1)C1=CC=CC=C1)F